P(OCCCC)([O-])[O-] Z-butyl phosphite